4-(3-chloro-4-fluorophenylamino)-6,7-bis(3-chloropropoxy)quinazoline ClC=1C=C(C=CC1F)NC1=NC=NC2=CC(=C(C=C12)OCCCCl)OCCCCl